C(C)(C)(C)C1=CC=C(C=C1)NC1CCC(CC1)NC(COC)=O 1-N-(4-((4-(tert-butyl)phenyl)amino)cyclohexyl)-2-methoxyacetamide